ethyl 2-(3-(3-nitrophenyl)oxetan-3-yl)acetate [N+](=O)([O-])C=1C=C(C=CC1)C1(COC1)CC(=O)OCC